7-(3-(trifluoromethyl)-1H-pyrazol-4-yl)-8,9,10,11-tetrahydroisothiazolo[4,5-a]phenanthridine FC(C1=NNC=C1C1=NC2=CC=C3C(=C2C=2CCCCC12)C=NS3)(F)F